O[C@H]1[C@@H](C2=CC=CC=C2C1)NC(=O)C=1C=C2[C@@H](CCOC2=CC1)N1C(NC(CC1=O)(C)C)=N (R)-N-((1R,2R)-2-hydroxy-2,3-dihydro-1H-inden-1-yl)-4-(2-imino-4,4-dimethyl-6-oxotetrahydropyrimidin-1(2H)-yl)chromane-6-carboxamide